C(C1=CC=CC=C1)OC(=O)N1COC([C@@H]1CCC(=O)O)=O (S)-3-(3-((benzyloxy)carbonyl)-5-oxooxazolidin-4-yl)propanoic acid